tert-butyl N-[1-[(1S)-1-(5-fluoro-2-methoxy-3-pyridyl)ethyl]pyrazol-4-yl]carbamate FC=1C=C(C(=NC1)OC)[C@H](C)N1N=CC(=C1)NC(OC(C)(C)C)=O